2-Pentenoate C(C=CCC)(=O)[O-]